6-(spiro[dibenzo[b,d]silole-5,10'-dibenzo[b,e][1,4]thiasilin]-3-yl)-1,3,5-triazine C1=CC=CC=2SC3=C([Si]4(C21)C2=C(C1=C4C=CC=C1)C=CC(=C2)C2=NC=NC=N2)C=CC=C3